C1(CCC1)NC(=O)C1=NC=C(C=C1)N1CCN(CC1)CC=1C=NC=2C=C(C(NC2C1)=O)CC N-cyclobutyl-5-(4-((7-ethyl-6-oxo-5,6-dihydro-1,5-naphthyridin-3-yl)methyl)piperazin-1-yl)pyridinecarboxamide